FC(COC=1N=CC(=NC1)CC#N)(C(F)(F)F)F 2-(5-(2,2,3,3,3-pentafluoropropoxy)pyrazin-2-yl)acetonitrile